C(C)(C)(C)C1CCC(CC1)[C@@H]1N(C[C@H](CC1)C)C(C(=O)NC=1C=C(C(=NC1)NC(OC(C)(C)C)=O)C)=O tert-butyl N-[5-[[2-[(2R,5S)-2-(4-tert-butylcyclohexyl)-5-methyl-1-piperidyl]-2-oxo-acetyl]amino]-3-methyl-2-pyridyl]carbamate